7-(2-amino-6-fluoro-5-(4-(4-isopropylpiperazin-1-yl)phenyl)pyridin-3-yl)quinazolin-4(3H)-one NC1=NC(=C(C=C1C1=CC=C2C(NC=NC2=C1)=O)C1=CC=C(C=C1)N1CCN(CC1)C(C)C)F